C(C(=C)C)(=O)OCCNC(C)(C)C (2-(tert-butylamino)-ethyl) methacrylate